BrC=1C(=NC=CC1OC)OC 3-bromo-2,4-dimethoxypyridine